6-(5-bromo-2-iodophenyl)spiro[2.5]oct-5-ene BrC=1C=CC(=C(C1)C1=CCC2(CC2)CC1)I